[C@H]1(CC[C@H](CC1)CO)CO trans-1,4-Cyclohexanedimethanol